ethyl 1,3-oxazole-2-carboxylate O1C(=NC=C1)C(=O)OCC